CC(=C)C(=O)N 2-methacrylamide